CC(=O)N[C@H]1[C@H]([C@@H]([C@H](OC1O)CO)O)O The molecule is an N-acetylmannosamine having D-configuration. It has a role as a bacterial metabolite. It is a N-acyl-D-mannosamine, a N-acetyl-D-hexosamine and a N-acetylmannosamine.